6-azido-6-deoxy-D-galactono-1,4-lactone N(=[N+]=[N-])C[C@H]([C@H]1[C@@H]([C@H](C(=O)O1)O)O)O